N(C1=CC=CC=C1)C=1C=CC2=C(NC(C(=N2)NC2=C(C=CC=C2Cl)Cl)=O)N1 6-anilino-2-(2,6-dichloroanilino)pyrido[2,3-b]Pyrazin-3(4H)-one